2'-(diphenylphosphino)-[[1,1'-binaphthyl]] C1(=CC=CC=C1)P(C1=C(C2=CC=CC=C2C=C1)C1=CC=CC2=CC=CC=C12)C1=CC=CC=C1